NC1=C2N=C(N(C2=NC(=N1)OCC)CC1=C(C=C(C=C1)CNCC1=CC=C(C=C1)CNCC1=CC=C(C=C1)CN)OC)O 6-amino-9-(4-(((4-(((4-(aminomethyl)benzyl)amino)methyl)benzyl)amino)-methyl)-2-methoxybenzyl)-2-ethoxy-9H-purin-8-ol